oxybis-Propanol O(CCCO)CCCO